4',6'-bis(11H-benzo[4,5]thieno[3,2-b]carbazol-11-yl)-2'-(3,6-diphenyl-9H-carbazol-9-yl)-[1,1':3',1''-terphenyl]-5'-carbonitrile C1=CC=CC2=C1C1=CC=3N(C4=CC=CC=C4C3C=C1S2)C2=C(C(=C(C(=C2C#N)N2C1=CC=CC=C1C=1C=C3C(=CC21)C2=C(S3)C=CC=C2)C2=CC=CC=C2)N2C3=CC=C(C=C3C=3C=C(C=CC23)C2=CC=CC=C2)C2=CC=CC=C2)C2=CC=CC=C2